[Si](C)(C)(C(C)(C)C)O[C@@H](CCNC(OC(C)(C)C)=O)C(N1CCN(CC1)C1=NC=C(C=N1)C(F)(F)F)=O tert-butyl (S)-(3-((tert-butyldimethylsilyl)oxy)-4-oxo-4-(4-(5-(trifluoromethyl)pyrimidin-2-yl)piperazin-1-yl)butyl)carbamate